3-(2-(4-((4-chlorobenzyl)oxy)phenyl)-6,7-dihydrooxazolo[4,5-c]pyridin-5(4H)-yl)cyclobutane-1-carboxylic acid ClC1=CC=C(COC2=CC=C(C=C2)C=2OC3=C(CN(CC3)C3CC(C3)C(=O)O)N2)C=C1